C1(CCCC2=CC=CC=C12)=N tetralone imine